ClC1=C(C#N)C=CC=N1 chloronicotinonitrile